ClC=1C(=C2C=NNC2=C(C1F)NC(C)C)C=1C=CC=2N(C1)C=C(N2)NC(=O)C2C(C2)F N-(6-(5-chloro-6-fluoro-7-(isopropylamino)-1H-indazol-4-yl)imidazo[1,2-a]pyridin-2-yl)-2-fluorocyclopropane-1-carboxamide